S(=O)(=O)(O)O.ClC(CC=1NC=CN1)(Cl)Cl 2-trichloroethylimidazole sulfate